C(C1=CC=CC=C1)C1=CC=C(C=C1)NC1CCC2(CCN(C2)CC(CN2N=CN=C2)(O)C2=C(C=C(C=C2)F)F)CC1 1-(8-((4-benzylphenyl)amino)-2-azaspiro[4.5]decan-2-yl)-2-(2,4-difluorophenyl)-3-(1H-1,2,4-triazol-1-yl)propan-2-ol